C(C)(=O)N1CCC(CC1)C1=NN(C=2C(=CC=C(C12)C1=C(C=C2C=NN(C2=C1)C)F)N)CC(=O)NCC(=O)NCC(=O)O (2-{2-[3-(1-acetylpiperidin-4-yl)-7-amino-5'-fluoro-1'-methyl-[4,6'-biindazol]-1-yl]acetamido}acetamido)acetic acid